1-(2-hydroxyethyl)-3-methylimidazolium chloride salt [Cl-].OCCN1C=[N+](C=C1)C